ClC1=C(C(=C(C=C1Cl)C(NS(=O)C(C)(C)C)C1CCN(CC1)C(=O)[C@@H]1OC(OC1)(C)C)OCC=C)F N-[[4,5-dichloro-3-fluoro-2-(prop-2-en-1-yloxy)phenyl]([1-[(4R)-2,2-dimethyl-1,3-dioxolane-4-carbonyl]piperidin-4-yl])methyl]-2-methylpropane-2-sulfinamide